3-Ethynyl-5-fluoro-1H-indole-2-carboxylic acid isopropyl ester C(C)(C)OC(=O)C=1NC2=CC=C(C=C2C1C#C)F